(1S,5R)-1-(2-chloro-4-fluorophenyl)-3-(5-cyclopropyl-4-(6-methoxypyridin-3-yl)-4H-1,2,4-triazol-3-yl)-3-azabicyclo[3.1.0]hexane ClC1=C(C=CC(=C1)F)[C@]12CN(C[C@@H]2C1)C1=NN=C(N1C=1C=NC(=CC1)OC)C1CC1